COC1=CC=C(C=C1)N1C(SC=C1C=1C=C(C(=O)NC2CCC2(F)C2=CC=CC=C2)C=CC1)=O 3-(3-(4-methoxyphenyl)-4-thiazolinonyl)-N-(4-phenyl-(4-fluoro)cyclobutyl)benzamide